C(CC)OC(C(=CC)C)=O trans-2-methyl-2-butenoic acid propyl ester